[Cl-].C#CCC.C#CCC.C#CCC tributyn chloride